CC(C(=O)OC1C2CC(C(C1)C2)OC(C(=C)C)=O)=C bicyclo[2.2.1]heptane-2,5-diyl bis(2-methylacrylate)